C(CC\C=C/CCCCCC)O (Z)-undec-4-en-1-ol